ClC1=NC=CC(=C1C(=O)N[C@H]1C[C@H](CCC1)NC1=CC(=NC2=CC=CC=C12)C(F)(F)F)I 2-chloro-4-iodo-N-[(1r,3s)-3-{[2-(trifluoromethyl)quinolin-4-yl]amino}cyclohexyl]pyridine-3-carboxamide